(R)-7-(3-(methoxymethyl)pyrrolidine-1-carbonyl)-4-(o-tolyl)-2H-chromen-2-one COC[C@H]1CN(CC1)C(=O)C1=CC=C2C(=CC(OC2=C1)=O)C1=C(C=CC=C1)C